[2-(2-methoxyethoxy)ethyl]-rac-glutamate COCCOCCN[C@@H](CCC(=O)[O-])C(=O)[O-] |r|